6-Isopropoxy-9-oxoxanthene-2-carboxylic acid C(C)(C)OC=1C=C2OC=3C=CC(=CC3C(C2=CC1)=O)C(=O)O